ethyldi(propan-2-yl)amine C(C)N(C(C)C)C(C)C